t-Butylbenzylamin C(C)(C)(C)NCC1=CC=CC=C1